C(#N)C=1C=CC(=C(C1)C1=CC(=NC=C1C(=O)NC=1SC2=C(N1)CN(C2)C(C2=CC(=CC=C2)C(F)F)=O)C)OC 4-(5-Cyano-2-methoxyphenyl)-N-(5-(3-(difluoromethyl)benzoyl)-5,6-dihydro-4H-pyrrolo[3,4-d]thiazol-2-yl)-6-methyl-nicotinamide